Cl.N[C@@H](CC(=O)O)CN1N=C(N=N1)C1=C(C=C(C=C1)OC1=NC=C(C=C1F)Cl)F (S)-3-amino-4-(5-(4-((5-chloro-3-fluoropyridin-2-yl)oxy)-2-fluorophenyl)-2H-tetrazol-2-yl)butanoic acid hydrochloride